4-((5-((4-(4-methylpiperazin-1-yl)phenyl)ethynyl)-2,6-naphthyridin-3-yl)amino)benzenesulfonic acid CN1CCN(CC1)C1=CC=C(C=C1)C#CC1=C2C=C(N=CC2=CC=N1)NC1=CC=C(C=C1)S(=O)(=O)O